FC1=C(C=C(C(=C1)I)O)NC(C)=O N-(2-fluoro-5-hydroxy-4-iodophenyl)acetamide